1,3-dimethyl-1,3-butadiene CC=CC(=C)C